NC1=C(SC=2N=C(N=CC21)C)C(=O)NC2CC=1C=CC(=NC1CC2)N2CC(C(C2)OC)NCC 5-amino-N-{2-[3-(ethylamino)-4-methoxypyrrolidin-1-yl]-5,6,7,8-tetrahydroquinolin-6-yl}-2-methylthieno[2,3-d]pyrimidine-6-carboxamide